N-(5-(1-methylpiperidin-4-yl)pyridin-2-yl)-3-(3-methylpyridin-2-yl)-1,2,4-thiadiazol-5-amine CN1CCC(CC1)C=1C=CC(=NC1)NC1=NC(=NS1)C1=NC=CC=C1C